FC=1C(=NC=C(C1)N1CC(C1)C(F)(F)F)C=1C=C(SC1C)C(=O)OC methyl 4-(3-fluoro-5-(3-(trifluoromethyl) azetidin-1-yl) pyridin-2-yl)-5-methylthiophene-2-carboxylate